12-(2-bromoisobutyrylamino)dodecanoic acid BrC(C(=O)NCCCCCCCCCCCC(=O)O)(C)C